C(C)OC(=O)C=1N(C=C(C1F)S(N[C@@H]1CN(C[C@@H]1CO)C(=O)OCC)(=O)=O)C.C(C1=CC=CC=C1)C=1NC=C(N1)C1=CC=CC2=CC=CC=C12 2-Benzyl-4-(1-naphthyl)imidazole cis-ethyl-4-(N-(1-(ethoxycarbonyl)-4-(hydroxymethyl)pyrrolidin-3-yl)sulfamoyl)-3-fluoro-1-methyl-1H-pyrrole-2-carboxylate